FC=1C=C2C(C(COC2=CC1C1=CC=C(C=C1)OC)(C)C)NC(O[C@@H]1CN2CCC1CC2)=O (S)-quinuclidin-3-yl (6-fluoro-7-(4-methoxyphenyl)-3,3-dimethylchroman-4-yl)carbamate